(4-((5-((1-cyclopropyl-3-(tetrahydro-2H-pyran-4-yl)-1H-pyrazol-4-yl)oxy)-2-(trifluoromethyl)phenyl)amino)pyridin-2-yl)propan-2-ol C1(CC1)N1N=C(C(=C1)OC=1C=CC(=C(C1)NC1=CC(=NC=C1)CC(C)O)C(F)(F)F)C1CCOCC1